C(C)(C)C1=NC=CC(=C1N1C(C(=CC2=CC=CN=C12)C#N)=O)C 1-(2-isopropyl-4-methylpyridin-3-yl)-2-oxo-1,2-dihydro-1,8-naphthyridine-3-carbonitrile